C(#N)CC(=O)NC1=C(C(=O)OC)C=CC=C1F methyl 2-(2-cyanoacetamido)-3-fluorobenzoate